N[C@@H]1C[C@H](C1)NC=1C=2N(N=CC1C(=NC1=C(C=C(C=C1)O)CC)N)C=C(C2)C=2C=NC(=CC2C)OC 4-[(trans-3-aminocyclobutyl)amino]-N'-(2-ethyl-4-hydroxy-phenyl)-6-(6-methoxy-4-methyl-3-pyridyl)pyrrolo[1,2-b]pyridazine-3-carboxamidine